(R)-2-methyl-N-(1-(3-(1-methyl-1H-pyrazol-4-yl)-5-(thiophen-2-yl)phenyl)ethyl)-5-(methylsulfonamidomethyl)benzamide CC1=C(C(=O)N[C@H](C)C2=CC(=CC(=C2)C=2SC=CC2)C=2C=NN(C2)C)C=C(C=C1)CNS(=O)(=O)C